(S)-N-(4-AMINO-3,4-DIOXO-1-PHENYLBUTAN-2-YL)-4-PHENYLOXAZOLE-5-CARBOXAMIDE NC(C([C@H](CC1=CC=CC=C1)NC(=O)C1=C(N=CO1)C1=CC=CC=C1)=O)=O